Benzyl ((2S,3R)-3-(tert-butoxy)-1-oxo-1-(((S)-1-oxo-1-(((S)-1-oxo-3-((S)-2-oxopyrrolidin-3-yl)propan-2-yl)amino)-3-phenylpropan-2-yl)amino)butan-2-yl)carbamate C(C)(C)(C)O[C@@H]([C@@H](C(N[C@H](C(N[C@H](C=O)C[C@H]1C(NCC1)=O)=O)CC1=CC=CC=C1)=O)NC(OCC1=CC=CC=C1)=O)C